CN1CCN(CC1)C1=CC=C(C=C1)NC1=NC=C(C(=C1)NCCCN1C(OCCCC1)=O)C(F)(F)F 3-(3-((2-((4-(4-Methylpiperazin-1-yl)phenyl)amino)-5-(trifluoromethyl)pyridin-4-yl)amino)propyl)-1,3-oxazepan-2-on